CN(NC)C(=O)[O-] 1,2-dimethylhydrazinecarboxylate